(R)-N-(1-(tert-butyl)-6-cyano-1H-benzo[d]imidazol-2-yl)-4,4,4-trifluoro-3-hydroxy-3-methylbutanamide C(C)(C)(C)N1C(=NC2=C1C=C(C=C2)C#N)NC(C[C@@](C(F)(F)F)(C)O)=O